(4-chloro-2-cyclopropyl-6-((2-methyl-4,5,6,7-tetrahydrobenzo[d]thiazol-4-yl)amino)pyrimidin-5-yl)methanol ClC1=NC(=NC(=C1CO)NC1CCCC2=C1N=C(S2)C)C2CC2